[C@@H]12OC[C@@H](N(C1)C1CCN(CC1)C1=C(C=C(C(=C1)OC)NC1=NC=NC(=C1)N1OCC[C@@H]1C1=C(C(=C(C=C1)F)F)F)NC(C=C)=O)C2 N-(2-(4-((1S,4S)-2-oxa-5-azabicyclo[2.2.1]heptane-5-yl)piperidine-1-yl)-4-methoxy-5-((6-((R)-3-(2,3,4-trifluorophenyl)-isoxazolidine-2-yl)pyrimidine-4-yl)amino)phenyl)acrylamide